6-(2,8-dimethylimidazo[1,2-b]pyridazin-6-yl)-4-fluoro-2-(1-methyl-4-piperidyl)benzotriazole CC=1N=C2N(N=C(C=C2C)C=2C=C(C=3C(=NN(N3)C3CCN(CC3)C)C2)F)C1